Methyl 7-(((benzyloxy)carbonyl)(methyl)amino)-2-(3-bromo-2-fluorophenyl)-6,6-dimethylheptanoate C(C1=CC=CC=C1)OC(=O)N(CC(CCCC(C(=O)OC)C1=C(C(=CC=C1)Br)F)(C)C)C